(+/-)-N-[(3R,4S)-3-fluoro-1-methylpiperidin-4-yl]-2-(4-{[(4-methanesulfonyl-2-methoxyphenyl)amino]methyl}phenyl)-1-(2,2,2-trifluoroethyl)-1H-indol-4-amine F[C@@H]1CN(CC[C@@H]1NC=1C=2C=C(N(C2C=CC1)CC(F)(F)F)C1=CC=C(C=C1)CNC1=C(C=C(C=C1)S(=O)(=O)C)OC)C |r|